C1(=CC=CC=C1)P([C-]1C=CC=C1)C1=CC=CC=C1.C1(=CC=CC=C1)P([C-]1C=CC=C1)C1=CC=CC=C1.[Fe+2] diphenyl-[rac-(4S,4'R)-1'-diphenylphosphanylferrocen-1-yl]phosphane